ClC1=CC=C(C=C1)C=1N=C2N(C=CC=C2)C1CN1[C@@H]2CN([C@H](C1)CC2)C(=O)C2=NC(=CC=C2F)OC (-)-[(1S,4S)-5-{[2-(4-Chlorophenyl)imidazo[1,2-a]pyridin-3-yl]methyl}-2,5-diazabicyclo[2.2.2]oct-2-yl](3-fluoro-6-methoxypyridin-2-yl)methanon